NC=1C=C(C(=O)OCCCCCC)C=C(C1)N hexyl 3,5-diaminobenzoate